tert-butyl ((trans)-2-(pyridin-3-yl)cyclopropyl)carbamate N1=CC(=CC=C1)[C@H]1[C@@H](C1)NC(OC(C)(C)C)=O